2-(2,6-Bis(benzyloxy)pyridin-3-yl)-6-fluoro-5-hydroxyisoindolin-1-one C(C1=CC=CC=C1)OC1=NC(=CC=C1N1C(C2=CC(=C(C=C2C1)O)F)=O)OCC1=CC=CC=C1